5-(1-{2-fluoro-4-[(1,2,3-thiadiazol-4-yl)methoxy]benzoyl}piperidin-4-yl)-4-methoxypyridin-2-amine trifluoroacetate FC(C(=O)O)(F)F.FC1=C(C(=O)N2CCC(CC2)C=2C(=CC(=NC2)N)OC)C=CC(=C1)OCC=1N=NSC1